NC1(CCC(CC1)(C1=CC=CC=C1)N(C)C)C(=O)NC(C)(C)C1=CC=CC=C1 cis-1-amino-4-(dimethylamino)-4-phenyl-N-(2-phenylprop-2-yl)cyclohexanecarboxamide